CN1C(=NN=C1)C1(CC2(CCO2)C1)C=1C=C(C=CC1)N1CC2=C(C=C(C=C2C1=O)CN(C(OC(C)(C)C)=O)C1(CCC1)C)C(F)(F)F tert-butyl ((2-(3-(6-(4-methyl-4H-1,2,4-triazol-3-yl)-1-oxaspiro[3.3]heptan-6-yl)phenyl)-3-oxo-7-(trifluoromethyl)isoindolin-5-yl)methyl)(1-methylcyclobutyl)carbamate